methyl 3-ethyl-2-oxo-1,4-dihydroquinazoline-7-carboxylate C(C)N1C(NC2=CC(=CC=C2C1)C(=O)OC)=O